C(CCC(=O)OC1CC(NC(C1)(C)C)(C)C)(=O)OC1CC(NC(C1)(C)C)(C)C bis(2,2,6,6-tetramethyl 4-piperidyl) succinate